FC(CCS(=O)(=O)NC1=CNC2=CC=C(C=C12)CCOC1=CC=C(C=C1)C(F)(F)F)(F)F 3,3,3-trifluoro-N-(5-{2-[4-(trifluoromethyl)phenoxy]ethyl}-1H-indol-3-yl)propane-1-sulfonamide